FC(C(=O)O)(F)F.CN1N=CC(=C1)C1N(CCC1)C1CCNCC1 4-[2-(1-methyl-1H-pyrazol-4-yl)pyrrolidin-1-yl]piperidine trifluoroacetic acid salt